5-(3-bromo-5-fluoro-phenyl)-1-methyl-pyrazole BrC=1C=C(C=C(C1)F)C1=CC=NN1C